CN(NC(=O)\N=C\1/SCC(N1C1=C(C=CC(=C1)C)C(F)(F)F)=O)C(C)C1=CC=C(C=C1)C1=NN(C=N1)C1=CC=C(C=C1)OC(F)(F)F (Z)-2-methyl-N-(3-(5-methyl-2-(trifluoromethyl)phenyl)-4-oxothiazolidine-2-ylidene)-2-(1-(4-(1-(4-(trifluoromethoxy)phenyl)-1H-1,2,4-triazol-3-yl)phenyl)ethyl)hydrazine-1-carboxamide